C1CCC2=C(C=3CCCC3C=C12)NC(=O)N=S(=O)(N)C=1C=NN2C1OCC2CO N'-((1,2,3,5,6,7-hexahydro-s-indacen-4-yl)carbamoyl)-3-(hydroxymethyl)-2,3-dihydropyrazolo[5,1-b]oxazole-7-sulfonimidamide